CC=1NC=C(C1C(=O)OCCCC)C 2,4-dimethyl-3-n-butoxycarbonylpyrrole